ClC=1C(=C(C=CC1)NC1=C(NC2=C1C(NCC2)=O)C2=C(C=NC=C2)C#C[C@@H]2N([C@@H]1C[C@@H]1C2)C(=O)OC(C)(C)C)OC tert-butyl (1R,3R,5R)-3-[2-(4-{3-[(3-chloro-2-methoxyphenyl)amino]-4-oxo-1H,5H,6H,7H-pyrrolo[3,2-c]pyridin-2-yl}pyridin-3-yl)ethynyl]-2-azabicyclo[3.1.0]hexane-2-carboxylate